ClC1=C(CN2CCN(CC2)C(=O)N2N=C(C=C2)C(=O)N)C=CC=C1OCC(C)(C)O 1-(4-(2-chloro-3-(2-hydroxy-2-methylpropyloxy)benzyl)piperazine-1-carbonyl)-1H-pyrazole-3-carboxamide